CN(C(C1=CC(=CC(=C1)C(F)(F)F)C(F)(F)F)=O)C(C)C(CS(=O)(=O)C)=O N-methyl-N-(4-(methylsulfonyl)-3-oxobutan-2-yl)-3,5-bis(trifluoromethyl)benzamide